[4-(bromo-methyl)phenyl]boronic acid BrCC1=CC=C(C=C1)B(O)O